2-ethylhexyl 3-[(2-methylsulfonyl-3H-imidazo[4,5-b]pyrazin-5-yl)sulfanyl]propanoate CS(=O)(=O)C=1NC=2C(=NC=C(N2)SCCC(=O)OCC(CCCC)CC)N1